C(#N)C=1C(=C(C=CC1)C=1C=CC2=C(C(=C(O2)C)COC2=C(C=CC(=C2)OC)CC(=O)OCC)C1)O ethyl 2-(2-((5-(3-cyano-2-hydroxyphenyl)-2-methylbenzofuran-3-yl)methoxy)-4-methoxyphenyl)acetate